CC(CC(=O)NC1=CC=C(C=C1)N[C@@H]1C[C@@H](N(C2=CC=CC=C12)C(CC)=O)C)CC(=O)NC1=CC=C(C=C1)N[C@@H]1C[C@@H](N(C2=CC=CC=C12)C(CC)=O)C |o1:13,15,39,41| 3-Methyl-N1,N5-bis(4-{[(2S*,4R*)-2-methyl-1-propionyl-1,2,3,4-tetrahydroquinolin-4-yl]amino}phenyl)pentanediamide